N1(CCCCC1)C1=NC(=NC(=C1)N1CCCCC1)NS(=O)(=O)C1=CC=CC=C1 N-[4,6-bis(1-piperidyl)pyrimidin-2-yl]benzenesulfonamide